tert-butyl (R)-6-((S-tert-butylsulfinyl)amino)-2-methyl-4,6-dihydrospiro[cyclopenta[d]thiazole-5,4'-piperidine]-1'-carboxylate C(C)(C)(C)S(=O)N[C@H]1C2=C(N=C(S2)C)CC12CCN(CC2)C(=O)OC(C)(C)C